CC1=NN(C=C1C)C(=O)N 3,4-Dimethylpyrazole-1-carboxamide